O1CC(CC1)NCC(=O)O 2-(OXOLAN-3-YLAMINO)ACETIC ACID